Cl.Cl.NOC[C@@H]1CNCC1 (3S)-3-[(aminooxy)methyl]pyrrolidine dihydrochloride